2-[2,6-bis(oxo)piperidin-3-yl]-5-[2-[2-[2-[2-[2-[2-[[5-[4-(1H-pyrrolo-[2,3-c]pyridin-2-yl)phenyl]pyridin-2-yl]amino]ethoxy]ethoxy]ethoxy]ethoxy]ethoxy]-ethoxy]isoindole-1,3-dione O=C1NC(CCC1N1C(C2=CC=C(C=C2C1=O)OCCOCCOCCOCCOCCOCCNC1=NC=C(C=C1)C1=CC=C(C=C1)C1=CC=2C(=CN=CC2)N1)=O)=O